2-(((tert-butyldiphenylsilyl)oxy)methyl)-5-(methylthio)thiazole [Si](C1=CC=CC=C1)(C1=CC=CC=C1)(C(C)(C)C)OCC=1SC(=CN1)SC